O=C1NC(CCC1C=1C=C(C=CC1)/C=C/CNC(OC(C)(C)C)=O)=O tert-butyl (E)-(3-(3-(2,6-dioxopiperidin-3-yl)phenyl)allyl)carbamate